(3-benzyl-cyclobutyl)-methyl-carbamic acid tert-butyl ester C(C)(C)(C)OC(N(C)C1CC(C1)CC1=CC=CC=C1)=O